(E)-2-(2-(2-chlorobenzenesulfonyl)vinyl)-3-fluoropyridine ClC1=C(C=CC=C1)S(=O)(=O)/C=C/C1=NC=CC=C1F